4,4'-(9H-carbazole-3,6-diyl)bis(N,N-diphenylamine) C1=CC(=CC=2C3=CC(=CC=C3NC12)C1=CC=C(C=C1)NC1=CC=CC=C1)C1=CC=C(C=C1)NC1=CC=CC=C1